NCCNCCC[Si](OCC)(OCC)C gamma-(2-aminoethyl)aminopropyl-methyl-diethoxysilane